CN(C)CC1=NC2=C(C=CC=C2C=C1)NS(=O)(=O)N1CCCCC1 N-(2-((Dimethylamino)methyl)quinolin-8-yl)piperidine-1-sulfonamide